1-(3-((2-((4-(1,4-diazepan-1-yl)phenyl)amino)-5-(trifluoromethyl)pyrimidin-4-yl)amino)propyl)piperidin-2-one hydrochloride Cl.N1(CCNCCC1)C1=CC=C(C=C1)NC1=NC=C(C(=N1)NCCCN1C(CCCC1)=O)C(F)(F)F